C(C)(C)(C)OC1=NC(=NC2=C(C(=C(C=C12)Cl)C1=C(C(=CC(=N1)N(CC1=CC=C(C=C1)OC)CC1=CC=C(C=C1)OC)C)C(F)(F)F)F)SC racemic-6-(4-(tert-butoxy)-6-chloro-8-fluoro-2-(methylthio)quinazolin-7-yl)-N,N-bis(4-methoxybenzyl)-4-methyl-5-(trifluoromethyl)pyridin-2-amine